C1OC2=C(O1)C(=C(C=C2)P(C3=CC=CC=C3)C4=CC=CC=C4)C5=C(C=CC6=C5OCO6)P(C7=CC=CC=C7)C8=CC=CC=C8 (R)-(+)-5,5'-bis(diphenylphosphino)-4,4'-bi-1,3-benzodioxole